trihydroxy(ethylmorpholine) OC1C(N(CCO1)CC)(O)O